(R)-4-((2-oxo-3-pentadecanamidopyrrolidin-1-yl)methyl)benzoic acid O=C1N(CC[C@H]1NC(CCCCCCCCCCCCCC)=O)CC1=CC=C(C(=O)O)C=C1